di(pentadecan-7-yl) 3,3'-(((1-(2-(pyrrolidin-1-yl)ethyl)-1H-pyrazol-4-yl)methyl)azanediyl)dipropionate N1(CCCC1)CCN1N=CC(=C1)CN(CCC(=O)OC(CCCCCC)CCCCCCCC)CCC(=O)OC(CCCCCC)CCCCCCCC